benzyl (3S,5S)-3-((6-(4-amino-2,3-difluorophenyl)-8-cyclopropyl-7-oxo-7,8-dihydropyrido[2,3-d]pyrimidin-2-yl)amino)-5-fluoropiperidine-1-carboxylate NC1=C(C(=C(C=C1)C1=CC2=C(N=C(N=C2)N[C@@H]2CN(C[C@H](C2)F)C(=O)OCC2=CC=CC=C2)N(C1=O)C1CC1)F)F